5-amino-4-hydroxy-3-((4-nitrophenyl)diazenyl)-7-sulfonaphthalene-2-sulfonic acid sodium salt [Na+].NC1=C2C(=C(C(=CC2=CC(=C1)S(=O)(=O)[O-])S(=O)(=O)[O-])N=NC1=CC=C(C=C1)[N+](=O)[O-])O.[Na+]